N,N-dioctadecylpropylaminoglycine C(CCCCCCCCCCCCCCCCC)N(C(C(=O)O)NCCC)CCCCCCCCCCCCCCCCCC